trans-4-[(4-(1H-imidazol-1-yl)-6-[(5-methyl-1H-pyrazol-3-yl)amino]pyrimidin-2-yl)amino]adamantan-1-ol N1(C=NC=C1)C1=NC(=NC(=C1)NC1=NNC(=C1)C)NC1C2CC3(CC(CC1C3)C2)O